C1(=CC=CC=2C3=CC=CC=C3CC12)COC(=O)C[C@](C(=O)O)(C)N (S)-beta-fluorenylmethoxycarbonyl-aminoisobutyric acid